BrC=1C(=NN(C1CC)C)[C@H](O)C1=CC=CC=C1 |r| (rac)-(4-bromo-5-ethyl-1-methyl-1H-pyrazol-3-yl)(phenyl)methanol